[N+](=O)([O-])C1=CC=C(C=C1)C=1N=CN2C(=NC=CC21)N (4-nitrophenyl)imidazo[1,5-c]pyrimidin-5-amine